FC(C(=O)O)(F)F.FC(C(=O)O)(F)F.C(C1=CC=CC=C1)[C@H]1C[C@@H](NC1)C(=O)N[C@H](C(=O)NCC=1C=C2CNCC2=CC1)C (2R,4S)-4-benzyl-N-((S)-1-((isoindolin-5-ylmethyl)amino)-1-oxopropan-2-yl)pyrrolidine-2-carboxamide bis-trifluoroacetate